1-(difluoromethyl)-3-methoxy-1H-pyrazole-4-carboxylic acid FC(N1N=C(C(=C1)C(=O)O)OC)F